8-OXO-3,4,8,9-TETRAHYDRO-2H,7H-[1,4]DiOXEPINO[2,3-F]INDOLE-9-CARBALDEHYDE O=C1NC=2C=C3C(=CC2C1C=O)OCCCO3